(2-((3-aminopropyl) (4-((3-aminopropyl) amino) butyl) amino)-2-oxoethyl) dithio-acetate C(C)(=S)SCC(=O)N(CCCCNCCCN)CCCN